Cl.Cl.N[C@]1([C@@H](CC[C@H](C1)CCB1O[C@]2([C@@H](O1)C[C@@H]1C([C@H]2C1)(C)C)C)CN1CCCC1)C(=O)O (1R,2S,5R)-1-amino-2-(pyrrolidin-1-ylmethyl)-5-(2-((3aR,4R,6R,7aS)-3a,5,5-trimethylhexahydro-4,6-methanobenzo[d][1,3,2]dioxaborol-2-yl)ethyl)cyclohexanecarboxylic acid dihydrochloride